C(C)N1C=C(C=2N=C(NC(C21)=O)C2=C(C=CC(=C2)S(=O)(=O)N2CCC(CC2)CCCO)OCCC)CCC 5-Ethyl-2-(5-((4-(3-hydroxypropyl)piperidin-1-yl)sulfonyl)-2-propoxyphenyl)-7-propyl-3,5-dihydro-4H-pyrrolo[3,2-d]pyrimidin-4-one